5-(N-(4-chloro-2-((2-chloro-N-neopentylbenzoylamino)methyl)phenyl)-N-ethylsulfamoyl)-3-methylbenzofuran-2-carboxylic acid ClC1=CC(=C(C=C1)N(S(=O)(=O)C=1C=CC2=C(C(=C(O2)C(=O)O)C)C1)CC)CN(CC(C)(C)C)C(C1=C(C=CC=C1)Cl)=O